FC(C1=CNC2=CC=C(C=C12)C(F)(F)F)(F)F 3,5-bis(trifluoromethyl)-1H-indole